4-methoxy-2-[4-(1-methyl-4-pyridin-4-yl-1H-pyrazol-3-yl)-phenoxymethyl]-quinoline COC1=CC(=NC2=CC=CC=C12)COC1=CC=C(C=C1)C1=NN(C=C1C1=CC=NC=C1)C